ClC=1C=C(C=C(C1)Cl)C1=C2C=CC(=C(C2=CC=C1)N(C)C)C(=O)OC methyl 5-(3,5-dichlorophenyl)-1-(dimethylamino)naphthalene-2-carboxylate